FC(CS(=O)(=O)CC(F)(F)F)(F)F di(trifluoroethyl) sulfone